COC(C1=C(C=CC=C1)C#N)OC cyano-benzaldehyde dimethyl acetal